(Z)-2-chloro-2-(2-(2-hydroxy-2-methylpropyl)hydrazono)acetic acid ethyl ester C(C)OC(/C(=N/NCC(C)(C)O)/Cl)=O